Tert-butyl (3S)-3-(3-bromo-4-cyano-5-{[(4-methoxyphenyl)methyl]amino}pyrazol-1-yl)pyrrolidine-1-carboxylate BrC1=NN(C(=C1C#N)NCC1=CC=C(C=C1)OC)[C@@H]1CN(CC1)C(=O)OC(C)(C)C